O=C1N(C(C2=CC=CC=C12)=O)CCCC[C@@H](C1=CC(=CC=C1)OC1=CC=CC=C1)NC(OCC1=CC=CC=C1)=O benzyl (S)-(5-(1,3-dioxoisoindolin-2-yl)-1-(3-phenoxyphenyl)pentyl)carbamate